C12(CC3CC(CC(C1)C3)C2)CN2N=CC(=C2C)C2=C(N=C(S2)NC=2N=NC(=C(C2C)C)NC=2SC3=C(N2)C=CC=C3)C(=O)O 5-{1-[(Adamantan-1-yl)methyl]-5-methyl-1H-pyrazol-4-yl}-2-({6-[(1,3-benzothiazol-2-yl)amino]-4,5-dimethylpyridazin-3-yl}amino)-1,3-thiazole-4-carboxylic acid